2,2,5,5-tetramethyl-pyrrole CC1(NC(C=C1)(C)C)C